tert-Butyl 6-(2-oxoethoxy)-2-azaspiro[3.3]heptane-2-carboxylate O=CCOC1CC2(CN(C2)C(=O)OC(C)(C)C)C1